C1(=CC(=CC(=C1)C(=O)O)C(=O)O)C=1C(=CC(=CC1)C(=O)O)C1=CC=CC=C1 terphenyl-3,4',5-tricarboxylic acid